mono(2-ethylhexyl) phthalate sodium salt [Na+].C(C=1C(C(=O)[O-])=CC=CC1)(=O)OCC(CCCC)CC